FC(F)S Difluoromethylsulfane